C(CCCCCC(=O)OCCC(CCCCC)CCCCC)(=O)OCC(COC(CCC(OCCCC\C=C/CC)OCCCC\C=C/CC)=O)COC(CCC(CC)OC(NCCN1CCCC1)=O)=O 1-(3-((4,4-bis(((Z)-oct-5-en-1-yl)oxy)butanoyl)oxy)-2-(((4-(((2-(pyrrolidin-1-yl)ethyl)carbamoyl)oxy)hexanoyl)oxy)methyl)propyl) 7-(3-pentyloctyl) heptanedioate